C1(CCC1)C[SH2](=N)C1=CC2=CN(N=C2C=C1)C=1C=NC=C(C1)F (cyclobutylmethyl)(2-(5-fluoropyridin-3-yl)-2H-indazol-5-yl)(imino)-lambda6-sulfane